ClC1=CC=C(C(=N1)C(=O)NS(=O)(=O)C)N[C@H](C)C=1C=C(C=C2C(N(C(=NC12)N1CC=2C(CC1)=NN(C2)C)CC)=O)C (R)-6-chloro-3-((1-(3-ethyl-6-methyl-2-(2-methyl-2,4,6,7-tetrahydro-5H-pyrazolo[4,3-c]pyridin-5-yl)-4-oxo-3,4-dihydroquinazolin-8-yl)ethyl)amino)-N-(methylsulfonyl)picolinamide